BrCCCCN1C(C2=CC=CC=C2C1)=O 2-(4-bromobutyl)isoindolin-1-one